Methyl 6-(3-cyclopropyl-3-methylazetidin-1-yl)quinoline-4-carboxylate C1(CC1)C1(CN(C1)C=1C=C2C(=CC=NC2=CC1)C(=O)OC)C